6,6'-bis(3-aminophenoxy)-3,3,3',3'-tetramethyl-1,1'-spirobiindane NC=1C=C(OC2=CC=C3C(CC4(C3=C2)CC(C2=CC=C(C=C24)OC2=CC(=CC=C2)N)(C)C)(C)C)C=CC1